(S)-3-Chloro-4-((3,5-difluoropyridin-2-yl)methoxy)-2'-(4-(2-hydroxypropan-2-yl)thiazol-2-yl)-5',6-Dimethyl-2H-[1,4'-bipyridyl]-2-one ClC=1C(N(C(=CC1OCC1=NC=C(C=C1F)F)C)C1=CC(=NC=C1C)C=1SC=C(N1)C(C)(C)O)=O